tert-butyl 3-(3-fluoro-4-methoxyphenyl)-3-(4-(hydroxymethyl)oxazol-2-yl)propanoate FC=1C=C(C=CC1OC)C(CC(=O)OC(C)(C)C)C=1OC=C(N1)CO